NC1=NC(=NN1CC1=CC=C(C=C1)C=C)CC1=CC=CC=C1 5-amino-3-benzyl-1-(4-vinylbenzyl)-1H-1,2,4-triazole